(S)-2-(2-oxo-3-(pent-3-yl)-5-phenyl-7-(trifluoromethyl)-2,3-dihydro-1H-benzo[e][1,4]diazepin-1-yl)acetic acid O=C1[C@@H](N=C(C2=C(N1CC(=O)O)C=CC(=C2)C(F)(F)F)C2=CC=CC=C2)C(CC)CC